CN(C1=CC=C(C=CC2=NC=CC=C2)C=C1)C (p-(dimethylamino)styryl)pyridine